4-(4-((2S,5R)-4-acryloyl-2,5-dimethylpiperazin-1-yl)-6-chloro-2-(3-(dimethylamino)azetidin-1-yl)-8-fluoroquinazolin-7-yl)-5-methyl-1H-indazole-3-carbonitrile C(C=C)(=O)N1C[C@@H](N(C[C@H]1C)C1=NC(=NC2=C(C(=C(C=C12)Cl)C1=C2C(=NNC2=CC=C1C)C#N)F)N1CC(C1)N(C)C)C